3-(((1r,3s)-3-(hydroxymethyl)cyclobutyl)methoxy)-N,N-bis(4-methoxybenzyl)-5-nitrobenzenesulfonamide OCC1CC(C1)COC=1C=C(C=C(C1)[N+](=O)[O-])S(=O)(=O)N(CC1=CC=C(C=C1)OC)CC1=CC=C(C=C1)OC